tert-butyl ((6-bromopyridin-3-yl)methyl)(2-methoxyethyl)carbamate BrC1=CC=C(C=N1)CN(C(OC(C)(C)C)=O)CCOC